CN1N=CC(=C1)C(=O)NC1=CC2=C(C=N1)C=C(N2)C2=NC=NC(=C2)C 1-methyl-N-(2-(6-methylpyrimidin-4-yl)-1H-pyrrolo[3,2-c]pyridin-6-yl)-1H-pyrazole-4-carboxamide